[Ta+5].C[N-]C.C[N-]C.C[N-]C.C[N-]C.C[N-]C Pentadimethylamide tantalum